tert-butyl (tert-butoxycarbonyl)(7-(4,4,5,5-tetramethyl-1,3,2-dioxaborolan-2-yl)-[1,2,4]triazolo[1,5-a]pyridin-2-yl)carbamate C(C)(C)(C)OC(=O)N(C(OC(C)(C)C)=O)C1=NN2C(C=C(C=C2)B2OC(C(O2)(C)C)(C)C)=N1